1-{[(p-nitrobenzyl)oxy]carbonyl}-1H-benzotriazole [N+](=O)([O-])C1=CC=C(COC(=O)N2N=NC3=C2C=CC=C3)C=C1